2-(2-Methoxy-ethoxy)-ethyl (E)-4-[4-(3-chloro-10,11-dihydro-dibenzo[b,f]azepin-5-yl)-butylamino]but-2-enoate maleate C(\C=C/C(=O)O)(=O)O.ClC=1C=CC2=C(N(C3=C(CC2)C=CC=C3)CCCCNC/C=C/C(=O)OCCOCCOC)C1